3-methyl-4-((4-hydroxybenzoamido)methyl)phenylboronic acid CC=1C=C(C=CC1CNC(C1=CC=C(C=C1)O)=O)B(O)O